C(=O)(OC(C)(C)C)C=1C(=C(C(=C(C(=O)NCC(C(C([2H])([2H])[2H])(O)C2=CC=C(C=C2)F)F)C1C([2H])([2H])[2H])F)C1=CC=2N(C=C1)N=C(N2)N)C(=O)OC(C)(C)C Bis-Boc-3-(2-amino-[1,2,4]triazolo[1,5-a]pyridin-7-yl)-2-fluoro-N-(2-fluoro-3-(4-fluorophenyl)-3-hydroxybutyl-4,4,4-d3)-6-(methyl-d3)benzamide